N-(4-Ethylphenyl)-N1-(4-methoxyphenyl)-6-morpholin-4-yl-[1,3,5]triazine-2,4-diamine hydrochloride Cl.C(C)C1=CC=C(C=C1)NC1N(C(=NC(=N1)N)N1CCOCC1)C1=CC=C(C=C1)OC